FC([C@H]1N(CC2=CC=CC=C2C1)C(=O)C=1C(=CC2=C(OCO2)C1)C1=CC(=C(N1C)C)C(=O)N(C=1C=NN(C1)C)C1=CC=C(C=C1)O)F 5-(6-{[(3S)-3-(difluoromethyl)-3,4-dihydroisoquinolin-2(1H)-yl]carbonyl}-1,3-benzodioxol-5-yl)-N-(4-hydroxyphenyl)-1,2-dimethyl-N-(1-methyl-1H-pyrazol-4-yl)-1H-pyrrole-3-carboxamide